5-fluoro-N-(5-fluoro-2-methylphenyl)-4-(3-oxo-5,6-dihydro-3H-[1,2,4]triazolo[3,4-c][1,4]oxazin-2(8H)-yl)-2-{[(2S)-1,1,1-trifluoropropan-2-yl]oxy}benzamide FC=1C(=CC(=C(C(=O)NC2=C(C=CC(=C2)F)C)C1)O[C@H](C(F)(F)F)C)N1N=C2COCCN2C1=O